tri(2,4-di-t-butyl-5-methylphenyl) phosphite P(OC1=C(C=C(C(=C1)C)C(C)(C)C)C(C)(C)C)(OC1=C(C=C(C(=C1)C)C(C)(C)C)C(C)(C)C)OC1=C(C=C(C(=C1)C)C(C)(C)C)C(C)(C)C